C(CCCC)OC(CCCN(CCCC(=O)OCCCCC)CC(=O)N1CCN(CC1)C(CN(CCCCCCCCC)CCN(CCCCCCCCC)CCCCCCCCC)=O)=O.N1C=CC2=CC(=CC=C12)C=1SC=C(N1)C(=O)C1=CC(=C(C(=C1)OC)OC)OC (2-(1H-indol-5-yl)thiazol-4-yl)(3,4,5-trimethoxyphenyl)methanone Dipentyl-4,4'-((2-(4-(N-(2-(dinonylamino)ethyl)-N-nonylglycyl)piperazin-1-yl)-2-oxoethyl)azanediyl)dibutyrate